3,5-dimethyl-4-[[5-[(3-nitro-2-pyridinyl)amino]-2-pyridinyl]oxy]benzonitrile CC=1C=C(C#N)C=C(C1OC1=NC=C(C=C1)NC1=NC=CC=C1[N+](=O)[O-])C